4-(4-amino-2-(4-methacrylamidophenyl)-1-methyl-1H-pyrrolo[3,2-c]pyridin-3-yl)-N-(cyclobutylmethyl)-2-methoxybenzamide n-decyl-acrylate (n-decyl-acrylate) C(CCCCCCCCC)C(C(=O)O)=C.C(CCCCCCCCC)OC(C=C)=O.NC1=NC=CC2=C1C(=C(N2C)C2=CC=C(C=C2)NC(C(=C)C)=O)C2=CC(=C(C(=O)NCC1CCC1)C=C2)OC